3β,5α,9α-trihydroxyergosta-7,22-dien-6-one O[C@@H]1C[C@@]2(C(C=C3[C@@H]4CC[C@H]([C@@H](C=C[C@@H](C(C)C)C)C)[C@]4(CC[C@@]3([C@]2(CC1)C)O)C)=O)O